1-(5-(4-((1H-1,2,3-triazol-4-yl)methoxy)phenyl)-3-(4-bromophenyl)-4,5-dihydro-1H-pyrazol-1-yl)-2-chloroethan-1-one N1N=NC(=C1)COC1=CC=C(C=C1)C1CC(=NN1C(CCl)=O)C1=CC=C(C=C1)Br